N-(3-chloro-4-(5-oxo-4,5-dihydro-1H-1,2,4-triazol-3-yl)phenyl)-1-(quinolin-5-yl)-5-(trifluoromethyl)-1H-pyrazole-4-carboxamide ClC=1C=C(C=CC1C1=NNC(N1)=O)NC(=O)C=1C=NN(C1C(F)(F)F)C1=C2C=CC=NC2=CC=C1